5-[4-amino-5-(trifluoromethyl)pyrrolo[2,1-f][1,2,4]triazin-7-yl]-N-[(3R,4S)-4-fluoro-1-(3-methylbutanoyl)pyrrolidin-3-yl]-2-methylpyridine-3-carboxamide NC1=NC=NN2C1=C(C=C2C=2C=C(C(=NC2)C)C(=O)N[C@@H]2CN(C[C@@H]2F)C(CC(C)C)=O)C(F)(F)F